ClC=1C(=C(C=C2C(C(=CN(C12)C1CC1)C(=O)O)=O)F)N1CC(CC1)NCC(=O)NC1=CC(=C(C=C1)C(=O)OCC)O 8-Chloro-1-cyclopropyl-7-(3-((2-((4-(ethoxycarbonyl)-3-hydroxyphenyl)amino)-2-oxoeth-yl)amino)pyrrolidin-1-yl)-6-fluoro-4-oxo-1,4-dihydroquinoline-3-carboxylic acid